azetidine-1-carboxylic acid N1(CCC1)C(=O)O